(S)-5-(3,5-difluorophenyl)-2-((1R,3S)-3-(4-fluorophenoxy)cyclobutyl)-2,5,6,7-tetrahydro-3H-pyrrolo[2,1-c][1,2,4]triazol-3-one FC=1C=C(C=C(C1)F)[C@@H]1CCC2=NN(C(N21)=O)C2CC(C2)OC2=CC=C(C=C2)F